F\C(=C/C1=CC=C(C(=C1N1CC2(CCC1)CCN(CC2)CCO)C(F)(F)F)OC2=CC=CC=C2)\C=2N=C(SC2)C2=CN=NC=C2 (Z)-2-(2-(6-(2-Fluoro-2-(2-(pyridazin-4-yl)thiazol-4-yl)vinyl)-3-phenoxy-2-(trifluoromethyl)phenyl)-2,9-diazaspiro[5.5]undecan-9-yl)ethan-1-ol